N1=C(C=CC=C1)NC1=NC=CC(=N1)C1=CN=CS1 N-(PYRIDIN-2-YL)-4-(THIAZOL-5-YL)PYRIMIDINE-2-AMINE